ClC1=C(CC=2NC=C(N2)C2=CC3=CC=CC=C3C=C2)C=C(C=C1)Cl 2-(2,5-dichlorobenzyl)-4-(2-naphthyl)imidazole